(E)-2-cyclopentyl-5-(2-fluoro-styryl)-1,3-dimethoxybenzene C1(CCCC1)C1=C(C=C(C=C1OC)\C=C\C1=C(C=CC=C1)F)OC